C(C)(C)C=1C(=NNC1C=1C=C(C=2N(C1)N=CN2)C)C2=CC=C(C=C2)N2CC(C2)N(C)C 1-(4-(4-isopropyl-5-(8-methyl-[1,2,4]triazolo[1,5-a]pyridin-6-yl)-1H-pyrazol-3-yl)phenyl)-N,N-dimethylazetidin-3-amine